(5-methylpyrazin-2-yl)methan-amine CC=1N=CC(=NC1)CN